2,4,2',5'-tetramethoxy-[1,1'-biphenanthrene]-6,7,3',7'-tetrol COC1=C(C=2C=CC3=CC(=C(C=C3C2C(=C1)OC)O)O)C1=C(C(=CC=2C3=C(C=C(C=C3C=CC12)O)OC)O)OC